C(\C=C\C1=CC=C(C=C1)O)(=O)[O-] 4-COUMARATE